C1(=CCC1)C(=O)N1CCC(CC1)OC=1C=CC=C2C(=NN(C12)C)C1C(NC(CC1)=O)=O 3-(7-((1-(cyclobut-1-ene-1-carbonyl)piperidin-4-yl)oxy)-1-methyl-1H-indazol-3-yl)piperidine-2,6-dione